1-(6-Bromoimidazo[1,2-a]pyridin-3-yl)-3-((2-(trimethylsilyl)ethoxy)methyl)dihydropyrimidine-2,4(1H,3H)-dione BrC=1C=CC=2N(C1)C(=CN2)N2C(N(C(CC2)=O)COCC[Si](C)(C)C)=O